BrCCCCCCCCCC(=O)C1=CC(=C(C=C1)C)C 10-bromo-1-(3,4-dimethylphenyl)decan-1-one